C(C1=CC=CC=C1)N1C2CN(CC1CC(C2)(C(=O)OCC)C(=O)OCC)S(=O)(=O)C2=CC=CC=C2 diethyl 9-benzyl-3-(phenylsulfonyl)-3,9-diazabicyclo[3.3.1]nonane-7,7-dicarboxylate